octanoic acid choline salt OCC[N+](C)(C)C.C(CCCCCCC)(=O)[O-]